CN1N=C(C=C1C)NC1=NC=C(C(=N1)C1=CNC2=C(C=CC=C12)NC(CN1C[C@H](CC1)OC1=NC(=CN=C1)NCCC)=O)C (S)-N-(3-(2-((1,5-dimethyl-1H-pyrazol-3-yl)amino)-5-methylpyrimidin-4-yl)-1H-indol-7-yl)-2-(3-((6-(propylamino)pyrazin-2-yl)oxy)pyrrolidin-1-yl)acetamide